BrC1=C(N=C2N(C1=O)C=CC=C2C2=CC=C(C(=O)N(C1CCOCC1)C)C=C2)C(F)(F)F 4-(3-bromo-4-oxo-2-(trifluoromethyl)-4H-pyrido[1,2-a]pyrimidin-9-yl)-N-methyl-N-(tetrahydro-2H-pyran-4-yl)benzamide